FC(C=1C(=CN(C1C=1SC=CN1)S(=O)(=O)C1=CC=C(C)C=C1)S(=O)(=O)Cl)F 4-difluoromethyl-5-thiazol-2-yl-1-(toluene-4-sulfonyl)-1H-pyrrol-3-sulfonyl chloride